CN1N=CC(=C1C1=NC=C(C(=C1)OC1CN(C1)C(=O)N1N=CCC1C=1SC=CN1)F)C (3-((2-(1,4-dimethyl-1H-pyrazol-5-yl)-5-fluoropyridin-4-yl)oxy)azetidin-1-yl)(5-(thiazol-2-yl)-4,5-dihydro-1H-pyrazol-1-yl)methanone